C[C@]1([C@H]([C@H]([C@@H]([C@H](O1)CO)O)O)O)O methyl-α-D-mannose